CC1=C2C=3C=C(C=CC3N(C2=CC=C1)C1=CC=C(C=C1)C(F)(F)F)C(=O)O 5-methyl-9-[4-(trifluoromethyl)phenyl]-9H-carbazole-3-carboxylic acid